tert-butyl (2-chloro-4-(4,4,5,5-tetramethyl-1,3,2-dioxaborolan-2-yl)benzyl)carbamate ClC1=C(CNC(OC(C)(C)C)=O)C=CC(=C1)B1OC(C(O1)(C)C)(C)C